C[C@H]1CN(C[C@H](N1)C)C=1C=CC=2N(N1)C(=CN2)C#CC=2C=NC=C(C(=O)NC1=CC(=C(C=C1)CN1CCN(CC1)C)C(F)(F)F)C2 5-((6-((3S,5R)-3,5-Dimethylpiperazin-1-yl)imidazo[1,2-b]pyridazin-3-yl)ethynyl)-N-(4-((4-methylpiperazin-1-yl)methyl)-3-(trifluoromethyl)phenyl)nicotinamide